Cl.C(C1=CC=CC=C1)OC1=C(C=C(CNCCO)C=C1)OCCC1=CC=CC=C1 2-(4-(benzyloxy)-3-phenethyloxybenzylamino)ethanol hydrochloride